1,1,1,2,2,3,3,6,6,7,7,8,9,9,9-pentadecafluoro-8-(trifluoromethyl)non-4-ene FC(C(C(C=CC(C(C(C(F)(F)F)(C(F)(F)F)F)(F)F)(F)F)(F)F)(F)F)(F)F